CN(C)CC1=CC(=NC=C1)NC=1SC2=C(N1)C=CC(=C2)C=2C=NNC2 N-(4-((dimethylamino)methyl)pyridin-2-yl)-6-(1H-pyrazol-4-yl)benzo[d]thiazol-2-amine